4-((E)-but-2-en-1-yl)-3-((E)-4-hydroxy-3-methoxystyryl)-5-methoxyphenol C(\C=C\C)C1=C(C=C(C=C1OC)O)\C=C\C1=CC(=C(C=C1)O)OC